COC1=NC=CC(=C1)C(=O)NC1CCC(CC1)NC1=CC=CC=2N1C=C(N2)C(F)(F)F 2-methoxy-N-[(1s,4s)-4-{[2-(trifluoromethyl)imidazo[1,2-a]pyridin-5-yl]amino}cyclohexyl]pyridine-4-carboxamide